C(C)(=O)NC1=CC(=C(C=C1C)C1=CC=C2C(=N1)SC(=N2)NC(=O)C2=CN=NC=C2C2=C(C=CC=C2)OC)C N-(5-(4-acetamido-2,5-dimethylphenyl)thiazolo[5,4-b]pyridin-2-yl)-5-(2-methoxyphenyl)pyridazine-4-carboxamide